Tritin di-orthophosphate P(=O)([O-])([O-])[O-].P(=O)([O-])([O-])[O-].[Sn+4].[Sn+4].[Sn+4]